3-(2-methyl-4-diethylaminophenyl)-3-(1-n-octyl-2-methylindole-3-yl)-phthalide CC1=C(C=CC(=C1)N(CC)CC)C1(OC(=O)C2=CC=CC=C12)C1=C(N(C2=CC=CC=C12)CCCCCCCC)C